ethyl 2-[2,2-difluoro-2-(pyridin-2-yl) ethyl]-8-methyl-4,5-dihydro-2H-furo[2,3-g]indazole-7-carboxylate FC(CN1N=C2C3=C(CCC2=C1)OC(=C3C)C(=O)OCC)(C3=NC=CC=C3)F